C1OCC12CCN(CC2)CC=2N=NN(C2)CCOCCOCCOCCC=C(C(=O)N)C (2-(2-(2-(2-(4-((2-oxa-7-azaspiro[3.5]nonan-7-yl)methyl)-1H-1,2,3-triazol-1-yl)ethoxy)ethoxy)ethoxy)ethyl)methacrylamide